[O].[O].ClC1=CC=CC2=C1N(C(=N2)NC(C2=CC(=NC=C2)C)=O)[C@H]2CN(CCCC2)C(\C=C\CN(C)C)=O (R,E)-N-(7-chloro-1-(1-(4-(dimethylamino)but-2-enoyl)azepan-3-yl)-1H-benzo[d]imidazol-2-yl)-2-methylisonicotinamide di-oxygen